C[C@@H]1N(C[C@H](N(C1)CC=1OC(=NN1)C(F)(F)F)C)C1=CC(N(C=2C=CC(=NC12)C#N)C)=O 8-((2s,5r)-2,5-dimethyl-4-((5-(trifluoromethyl)-1,3,4-oxadiazol-2-yl)methyl)piperazin-1-yl)-5-methyl-6-oxo-5,6-dihydro-1,5-naphthyridine-2-carbonitrile